1-(pyrimidin-5-yl)prop-2-en-1-one N1=CN=CC(=C1)C(C=C)=O